5-(methanesulfonyl)pentanesulfonic acid 2-propynyl ester C(C#C)OS(=O)(=O)CCCCCS(=O)(=O)C